C(=O)(OC(C)(C)C)N1CC2(CC(C2)O)CCC1 6-Boc-2-hydroxy-6-azaspiro[3.5]nonane